C(C)N1C(CCC1)=O N-Ethyl-pyrrolidon